C(C)(OCCC)(OCCC)OCCC tri-n-propyl orthoacetate